4-((R)-1-(5-fluoropyridin-2-yl)ethoxy)-6-(1-((R)-1-((S)-2-hydroxypropanoyl)piperidin-3-yl)-5-methyl-1H-pyrazol-4-yl)pyrazolo[1,5-a]pyridine-3-carbonitrile FC=1C=CC(=NC1)[C@@H](C)OC=1C=2N(C=C(C1)C=1C=NN(C1C)[C@H]1CN(CCC1)C([C@H](C)O)=O)N=CC2C#N